C(C)NC(=O)OCCOC(C(=C)C)=O 2-[(Ethylcarbamoyl)oxy]-ethylmethacrylat